(R)-N-(5-((6-(3-(3-fluoro-5-(1-methyl-1H-pyrazol-4-yl)phenyl)isoxazolidin-2-yl)pyrimidin-4-yl)amino)-4-methoxy-2-(4-methylpiperazin-1-yl)phenyl)acryl-amide FC=1C=C(C=C(C1)C=1C=NN(C1)C)[C@@H]1N(OCC1)C1=CC(=NC=N1)NC=1C(=CC(=C(C1)NC(C=C)=O)N1CCN(CC1)C)OC